C(C)(C)(C)OC(=O)N1CCC(CC1)C1=CC=C(C=C1)NC1=NC(=CN=C1C#N)N1CCN(CC1)C 4-[4-[[3-cyano-6-(4-methylpiperazin-1-yl)pyrazin-2-yl]amino]phenyl]piperidine-1-carboxylic acid tert-butyl ester